(3-chloro-6-(difluoromethyl)-2-fluorophenyl)-5-(methoxycarbonyl)pyridine-1-oxide ClC=1C(=C(C(=CC1)C(F)F)C1=[N+](C=C(C=C1)C(=O)OC)[O-])F